C(C\C=C/CC)OCCC#N (Z)-3-(3-hexenyloxy)propionitrile